I.[NH+]1=CC=CC=C1 pyridinium hydroiodic acid salt